C(C(C)C)(=O)OC(C)N1C(CCC2=CC=C(C=C12)CCN1CCN(CC1)C1=CC(=CC=2SC=CC21)F)=O 1-(7-(2-(4-(6-Fluorobenzo[b]thiophen-4-yl)piperazin-1-yl)ethyl)-2-oxo-3,4-dihydroquinolin-1(2H)-yl)ethyl isobutyrate